methyl (Z)-2-methoxy-3-(4-(2-(5-methyl-2-(phenyl-d5)oxazol-4-yl)ethoxy)benzo[b]thiophen-7-yl)acrylate CO\C(\C(=O)OC)=C/C1=CC=C(C2=C1SC=C2)OCCC=2N=C(OC2C)C2=C(C(=C(C(=C2[2H])[2H])[2H])[2H])[2H]